ClC=1C=C(C=CC1Cl)C(C(=O)NN)(C)C 2-(3,4-dichlorophenyl)-2-methylpropanehydrazide